ClC1=CC=C2CCN(C2=C1)S(=O)(=O)C1=C2C=CNC(C2=CC=C1)=O 5-(6-chloroindolin-1-yl)sulfonyl-2H-isoquinolin-1-one